C1(CC1)N1N=C(N=C1C1CCOCC1)C=1C=C(C=NC1)[C@@](O)(C1=CC=C(C=C1)OC(F)(F)F)C1(CN(C1)C)C (R)-{5-[1-Cyclopropyl-5-(tetrahydro-pyran-4-yl)-1H-[1,2,4]triazol-3-yl]-pyridin-3-yl}-(1,3-dimethyl-azetidin-3-yl)-(4-trifluoromethoxy-phenyl)-methanol